tert-Butyl 2-(3-bromo-5-fluoro-2-methoxy-phenyl)acetate BrC=1C(=C(C=C(C1)F)CC(=O)OC(C)(C)C)OC